NC=1C2=C(N=C(N1)C)N(C=C2C=2C=C1C=CN(C1=CC2)C(CC2=CC(=CC(=C2)C(F)(F)F)F)=O)C 1-(5-(4-amino-2,7-dimethyl-7H-pyrrolo[2,3-d]pyrimidin-5-yl)indol-1-yl)-2-(3-fluoro-5-(trifluoromethyl)phenyl)-ethanone